COC(C[C@H](C#CC)C1=CC=C(C=C1)O[C@@H]1CCC2=C(C(=CC=C12)F)C=1C=NC(=CC1)OC1CCOCC1)=O (S)-3-(4-(((R)-5-fluoro-4-(6-((tetrahydro-2H-pyran-4-yl)oxy)pyridin-3-yl)-2,3-dihydro-1H-inden-1-yl)oxy)phenyl)hex-4-ynoic acid methyl ester